4-chloro-2,6-difluorobenzamide ClC1=CC(=C(C(=O)N)C(=C1)F)F